(R)-5-(1-((tert-butyldimethylsilyl)oxy)-2,2,2-trifluoroethyl)-4-methoxy-1-methyl-1H-indazol-3-amine [Si](C)(C)(C(C)(C)C)O[C@@H](C(F)(F)F)C=1C(=C2C(=NN(C2=CC1)C)N)OC